COC1=CC=CC=2N=C(NC21)OC dimethoxybenzoimidazol